ClC1=C(CC[C@]2(CN(CCC2)C2=CC(=C(C(=C2)F)S(=O)(=O)N(C2=NC=NC=C2)CC2=C(C=C(C=C2)OC)OC)F)N(C)C)C(=CC=C1)Cl (S)-4-(3-(2,6-dichlorophenethyl)-3-(dimethylamino)-piperidin-1-yl)-N-(2,4-dimethoxybenzyl)-2,6-difluoro-N-(pyrimidin-4-yl)benzenesulfonamide